ClC=1C=C2C(=CC(=NC2=CC1)C(F)(F)F)N[C@@H]1C[C@@H](CCC1)NC(=O)C=1C(=NN(C1)CC(C)(C)F)C(F)(F)F N-[(1R,3S)-3-{[6-chloro-2-(trifluoromethyl)quinolin-4-yl]amino}cyclohexyl]-1-(2-fluoro-2-methylpropyl)-3-(trifluoromethyl)-1H-pyrazole-4-carboxamide